N,1-dimethyl-indole-5-sulfonamide CNS(=O)(=O)C=1C=C2C=CN(C2=CC1)C